2,2-bis(2-isopropyl-4-hydroxyphenyl)propane C(C)(C)C1=C(C=CC(=C1)O)C(C)(C)C1=C(C=C(C=C1)O)C(C)C